2-phenyl-5-(propoxymethyl)-N-(Tetrahydro-2H-pyran-4-yl)-1H-indol-7-amine C1(=CC=CC=C1)C=1NC2=C(C=C(C=C2C1)COCCC)NC1CCOCC1